4-hydroxyphenyl-(α-naphthyl-methyl)-methyl-sulfonium 11-(4-(Diisopropylamino)butyl)-11-hydroxyhenicosane-1,21-diyldioleate C(C)(C)N(CCCCC(CCCCCCCCCCCCCCCCCC\C=C/CCCCCCCC(=O)[O-])(CCCCCCCCCCCCCCCCCC\C=C/CCCCCCCC(=O)[O-])O)C(C)C.OC1=CC=C(C=C1)[S+](C)CC1=CC=CC2=CC=CC=C12.OC1=CC=C(C=C1)[S+](CC1=CC=CC2=CC=CC=C12)C